ClC=1C=C2C=CN(C2=C(C1F)F)[C@H]1CNCCC1 (R)-5-Chloro-6,7-difluoro-N-(piperidin-3-yl)-1H-indole